FC(OC=1C=C(CN2CCCCC2)C=CC1)(F)F 1-(3-(trifluoromethoxy)benzyl)piperidin